ClC1=C(C=C2C=C(N=CC2=C1)NC(=O)[C@H]1[C@@H](C1)C=1C=NC=CC1)C1CCN(CC1)[C@@]1(COC[C@@H]1O)C (1R,2R)-N-(7-chloro-6-(1-((3R,4R)-4-hydroxy-3-methyltetrahydrofuran-3-yl)piperidin-4-yl)isoquinolin-3-yl)-2-(pyridin-3-yl)cyclopropane-1-carboxamide